COC(=O)C1(CCNCC1)CC(=O)N(C1=CC=CC=C1)[C@H]1CC(CCC1)(F)F |r| 4-[2-(N-[(rac)-3,3-difluorocyclohexyl]anilino)-2-oxo-ethyl]piperidine-4-carboxylic acid methyl ester